C(C)OC(=O)C1(CCNCC1)NCC=1C=NC(=CC1)OC 4-(((6-methoxypyridin-3-yl)methyl)amino)piperidine-4-carboxylic acid ethyl ester